C1COCC[NH+]1CCCS(=O)(=O)[O-] 3-[N-morpholino]Propanesulfonic acid